FC1=CC(=C(C=C1)C=1C(=NC(=NC1C1=NN2C(CN(CC2)C(C=C)=O)=C1)C=1C=CC(N(C1)C)=O)C)OC(C)C 5-[5-(4-fluoro-2-isopropoxy-phenyl)-4-methyl-6-(5-prop-2-enoyl-6,7-dihydro-4H-pyrazolo[1,5-a]pyrazin-2-yl)pyrimidin-2-yl]-1-methyl-pyridin-2-one